2-amino-5-(4-(hydroxyamino)-2-methylphenyl)-N-isopropylnicotinamide NC1=C(C(=O)NC(C)C)C=C(C=N1)C1=C(C=C(C=C1)NO)C